N-(4-(3,3-difluoropyrrolidin-1-yl)-6-phenyl-pyrimidin-5-yl)-6-iso-propylnicotinamide FC1(CN(CC1)C1=NC=NC(=C1NC(C1=CN=C(C=C1)C(C)C)=O)C1=CC=CC=C1)F